C(C)(=O)N1CC[C@@H]2N(C([C@H](C1)NC(=O)C=1NC3=CC=C(C=C3C1)C(F)(F)P(O)(O)=O)=O)[C@@H](CC2)C(NCC2=CC=CC=C2)=O ((2-(((5S,8S,10aR)-3-acetyl-8-(benzylcarbamoyl)-6-oxodecahydropyrrolo[1,2-a][1,5]diazocin-5-yl)carbamoyl)-1H-indol-5-yl)difluoromethyl)phosphonic acid